diethyloxydimethoxysilane C(C)O[Si](OC)(OC)OCC